sodium N,N-Dimethylthiocarboxamide PropaneSulfonate C(CC)S(=O)(=O)[O-].CN(C=S)C.[Na+]